CC1=CC=CC(=N1)C(=N)N 6-methylpyridineformamidine